ClC(C(=O)C1=CNC2=NC=C(C=C21)Cl)(Cl)Cl 2,2,2-trichloro-1-(5-chloro-1H-pyrrolo[2,3-b]pyridin-3-yl)ethan-1-one